((2S,3R,6R)-3-(((3-(Difluoromethyl)-5-(trifluoromethyl)pyridin-2-yl)amino)methyl)-2,6-dimethyltetrahydro-2H-pyran-4-yl)(6-(methyl-d3)-3-(2H-1,2,3-triazol-2-yl)pyridin-2-yl)methanone FC(C=1C(=NC=C(C1)C(F)(F)F)NC[C@@H]1[C@@H](O[C@@H](CC1C(=O)C1=NC(=CC=C1N1N=CC=N1)C([2H])([2H])[2H])C)C)F